4-(3-(cyclopropylmethyl)-6-(3,5-dimethylisoxazol-4-yl)-1H-pyrrolo[3,2-b]pyridin-1-yl)picolinic acid C1(CC1)CC1=CN(C=2C1=NC=C(C2)C=2C(=NOC2C)C)C2=CC(=NC=C2)C(=O)O